S1C=NC2=C1C=CC(=C2)C(C)O (benzo[d]thiazol-5-yl)ethan-1-ol